ClC=1C=C2N(N=CC(=C2O)C(=O)OCC)C1 ethyl 6-chloro-4-hydroxypyrrolo[1,2-b]pyridazine-3-carboxylate